2-[5-[2-(Cyclopentanylcarbonylamino)-4-pyridyl]-4-(4-fluorophenyl)imidazol-1-yl]acetic acid C1(CCCC1)C(=O)NC1=NC=CC(=C1)C1=C(N=CN1CC(=O)O)C1=CC=C(C=C1)F